COC=1C=CC2=C(OCCC(=C2CC2=CC=C(CCNC3CC3)C=C2)C2=C(C=CC=C2)C)C1 N-(4-((8-methoxy-4-(o-tolyl)-2,3-dihydrobenzo[b]oxepin-5-yl)methyl)phenethyl)cyclopropanamine